(E)-1-(2,6-bis(methoxymethoxy)phenyl)-3-(4-methoxy-3-(methoxymethoxy)phenyl)prop-2-en-1-one COCOC1=C(C(=CC=C1)OCOC)C(\C=C\C1=CC(=C(C=C1)OC)OCOC)=O